2-[(5E)-5-[[4-[(E)-3-(4-Methoxyphenyl)-3-oxoprop-1-enyl]phenyl]methylidene]-4-oxo-2-sulfanylidene-1,3-thiazolidin-3-yl]acetic acid COC1=CC=C(C=C1)C(/C=C/C1=CC=C(C=C1)\C=C\1/C(N(C(S1)=S)CC(=O)O)=O)=O